5-nitroisoquinoline [N+](=O)([O-])C1=C2C=CN=CC2=CC=C1